C(CC)OCCOCCOCCOCCO tetraethylene glycol mono-n-propyl ether